(R)-10-amino-2-chloro-7-isopropyl-3-(3-methoxypropoxy)-6,7-dihydro-11H-benzo[f]pyrido[1,2-d][1,4]oxazepin-11-one, hydrochloride salt Cl.NC=1C(C=C2N([C@@H](COC3=C2C=C(C(=C3)OCCCOC)Cl)C(C)C)C1)=O